1,3-dioxo-2-(2,6-dioxopiperidin-3-yl)-4-bromoisoindoline O=C1N(C(C2=C(C=CC=C12)Br)=O)C1C(NC(CC1)=O)=O